FC=1C=C(COC2=CC=C(CN3[C@@H](COCC3)C(=O)N)C=C2)C=CC1 (S)-4-(4-((3-fluorobenzyl)oxy)benzyl)morpholine-3-carboxamide